Iodonium diphenyl(3-aminophenethyl)-3-((5-(3-fluorophenyl)pyrimidin-2-yl)amino)benzamide C1(=CC=CC=C1)C=1C(=C(C(=C(C(=O)N)C1)CCC1=CC(=CC=C1)N)NC1=NC=C(C=N1)C1=CC(=CC=C1)F)C1=CC=CC=C1.[IH2+]